BrC1=C(C=CC(=C1)OC([2H])([2H])[2H])OC 2-bromo-1-methoxy-4-(methoxy-d3)benzene